C1=CN(C(=O)N=C1N)[C@H]2[C@@H]([C@H]([C@@H]([C@H](O2)C(=O)[O-])O)O)O The molecule is a carbohydrate acid derivative anion that is the conjugate base of cytosylglucuronic acid, obtained by deprotonation of the carboxy group. It has a role as a bacterial metabolite. It is a conjugate base of a cytosylglucuronic acid.